C1(CC1)C1=C(C(NC=C1)=O)C(=O)NC1=CC=2N(C=C1OC)N=C(C2)CCC(C([2H])([2H])[2H])(C([2H])([2H])[2H])O cyclopropyl-N-[6-methoxy-2-[4,4,4-trideuterio-3-hydroxy-3-(trideuteriomethyl)butyl]pyrazolo[1,5-a]pyridin-5-yl]-2-oxo-pyridine-3-carboxamide